ethyl 4-(2,2-difluorocyclopropyl)-1,2,5-oxadiazole-3-carboxylate FC1(C(C1)C=1C(=NON1)C(=O)OCC)F